6-chloro-N-[5-(2-fluoroethoxy)-4,6-dimethoxy-pyrimidin-2-yl]-7-(3-fluoropyrazol-1-yl)-1H-indole-3-sulfonamide ClC1=CC=C2C(=CNC2=C1N1N=C(C=C1)F)S(=O)(=O)NC1=NC(=C(C(=N1)OC)OCCF)OC